C(C(C)(C)C)(=O)OC(=O)C1=CC=CC2=CC=CC=C12 naphthoyl pivalate